2-methyl-2-(2-quinolylmethyl)indolin-3-one CC1(NC2=CC=CC=C2C1=O)CC1=NC2=CC=CC=C2C=C1